CC1CC2CCCCCCCCCC=C(C1)O2 14-methyl-16-oxabicyclo[10.3.1]hexadec-1-ene